[Si](C)(C)(C(C)(C)C)OC(CC(=O)SCCOP(=O)(OCCSC(CC(C)(O[Si](C)(C)C(C)(C)C)C)=O)CC1=CC2=C(SC(=C2)C(=O)OC2=C(C(=C(C(=C2F)F)F)F)F)C=C1)(C)C perfluorophenyl 5-((bis(2-((3-((tert-butyldimethylsilyl) oxy)-3-methylbutanoyl)thio) ethoxy)phosphoryl) methyl)benzo[b]thiophene-2-carboxylate